methyl 3-(3-bromo-5-fluoro-2-methoxyphenyl)-3-oxodithiopropionate BrC=1C(=C(C=C(C1)F)C(CC(=S)SC)=O)OC